O=C1NC(CCC1N1C(C2=CC=C(C(=C2C1)F)N1CCN(CC1)CC1CCC(CC1)CN1CCN(CC1)C(=O)OC(C)(C)C)=O)=O tert-butyl 4-[[4-[[4-[2-(2,6-dioxo-3-piperidyl)-4-fluoro-1-oxo-isoindolin-5-yl]piperazin-1-yl]methyl]cyclohexyl]methyl]piperazine-1-carboxylate